C(=O)(OC(C)(C)C)N[C@@H](CC1CCCC1)C(=O)O Boc-β-cyclopentyl-L-alanine